FC(C1=CC=C(OC2CNC2)C=C1)(F)F 3-(4-(trifluoromethyl)phenoxy)azetidine